NC1=CC=NN(C1=O)CC1=C(C=C2[C@](NC(NC2=C1)=O)(C(F)(F)F)C#CC1CC1)F (S)-7-((5-amino-6-oxopyridazin-1(6H)-yl)methyl)-4-(cyclopropylethynyl)-6-fluoro-4-(trifluoromethyl)-3,4-dihydroquinazolin-2(1H)-one